(S)-1-(6-((2,6-dimethylpyrimidin-4-yl)amino)-4-((2,4,5-trimethyl-4,5-dihydropyrido[3,4-e][1,2,4]triazolo[1,5-a]pyrazin-6-yl)amino)pyridin-3-yl)propan-1-one-3,3,3-d3 CC1=NC(=CC(=N1)NC1=CC(=C(C=N1)C(CC([2H])([2H])[2H])=O)NC1=NC=CC2=C1N([C@H](C=1N2N=C(N1)C)C)C)C